3-(1-(3-((17-azido-3,6,9,12,15-pentaoxaheptadecyl)oxy)phenyl)-2-nitroethyl)-2-phenyl-1H-indole N(=[N+]=[N-])CCOCCOCCOCCOCCOCCOC=1C=C(C=CC1)C(C[N+](=O)[O-])C1=C(NC2=CC=CC=C12)C1=CC=CC=C1